OC(C(=O)OCCCCCCCC(OC(CCCCCC)CCCCCCCC)=O)CC(=O)OCCCCCCCC(OC(CCCCCC)CCCCCCCC)=O bis(8-oxo-8-(pentadecan-7-yloxy)octyl) 2-hydroxysuccinate